CC1CC(OCC1)C=C(C)C 4-Methyl-2-(2-methyl-prop-1-en-1-yl)tetrahydro-2H-pyran